((6-((dimethylamino)methyl)-5-(4-methyltetrahydro-2H-pyran-4-yl)pyridin-2-yl)amino)-4-(7-fluoroimidazo[1,2-a]pyridin-3-yl)isoindolin-1-one CN(C)CC1=C(C=CC(=N1)NN1C(C2=CC=CC(=C2C1)C1=CN=C2N1C=CC(=C2)F)=O)C2(CCOCC2)C